NC1C(SCC1)C(=O)O 3-AMINO-TETRAHYDRO-THIOPHENE-2-CARBOXYLIC ACID